ClC=1C=C(C=NC1)OC1C=2C=CC(=NC2CCC1)C1(CC1)NC(C1=CC=C(C=C1)F)=O N-(1-(5-((5-chloropyridin-3-yl)oxy)-5,6,7,8-tetrahydroquinolin-2-yl)cyclopropyl)-4-fluorobenzamide